[6-(3-tert-butyl-1,2,4-triazol-1-yl)-5-methylpyridin-3-yl]-[4-(5-chloro-[1,3]oxazolo[4,5-b]pyridin-2-yl)piperazin-1-yl]methanone C(C)(C)(C)C1=NN(C=N1)C1=C(C=C(C=N1)C(=O)N1CCN(CC1)C=1OC=2C(=NC(=CC2)Cl)N1)C